Zinc Nickel zinc [Zn].[Ni].[Zn]